(R)-N-(2-cyano-7-phenylisoindolin-5-yl)-1-methylpiperidine-3-carboxamide C(#N)N1CC2=C(C=C(C=C2C1)NC(=O)[C@H]1CN(CCC1)C)C1=CC=CC=C1